C(C)(=O)N1CC(OCC1)COC1=C(C=C(C=C1)S(=O)(=O)NC(C1=CC=C(C=C1)N1CCN(CC1)CC(=C(CC(C)C)C1=CC=C(C=C1)Cl)C)=O)[N+](=O)[O-] N-((4-((4-acetylmorpholin-2-yl)methoxy)-3-nitrophenyl)sulfonyl)-4-(4-(3-(4-chlorophenyl)-2,5-dimethylhex-2-en-1-yl)piperazine-1-yl)benzamide